3,5-diaminobenzoic acid 6-hydroxyhexyl ester OCCCCCCOC(C1=CC(=CC(=C1)N)N)=O